N1C(CCCC=C1)=O tetrahydroazepin-2-one